1-(8-methylbenzo[4,5]imidazo[1,2-a]pyridin-3-yl)azetidin-3-ol CC1=CC2=C(N=C3N2C=CC(=C3)N3CC(C3)O)C=C1